2'-methyl-6'-(1-methyltriazol-4-yl)spiro[isochroman-1,4'-piperidine]-6-carboxylic acid methyl ester COC(=O)C=1C=C2CCOC3(CC(NC(C3)C=3N=NN(C3)C)C)C2=CC1